ClC1=CC=C2C(=CNC2=C1)S(=O)(=O)NC1=NC=C(C=N1)OCC(F)F 6-chloro-N-[5-(2,2-difluoroethoxy)pyrimidin-2-yl]-1H-indole-3-sulfonamide